C(C)(C)C1=C(NC2=CC=C(C=C12)C1CCN(CC1)C1COC1)C=1C(=C(C=2N(N1)N=CN2)C)C 6-(3-isopropyl-5-(1-(oxetan-3-yl)piperidin-4-yl)-1H-indol-2-yl)-7,8-dimethyl-[1,2,4]triazolo[1,5-b]pyridazine